5-(3-(3-(ethoxycarbonyl)-4-hydroxyphenylcarbamoyl)-5-hydroxybenzamido)-2-hydroxybenzoic acid ethyl ester C(C)OC(C1=C(C=CC(=C1)NC(C1=CC(=CC(=C1)O)C(NC1=CC(=C(C=C1)O)C(=O)OCC)=O)=O)O)=O